Cl.CC=1SC=C2C1CCC(C2)(N)C 1,5-dimethyl-6,7-dihydro-4H-2-benzothiophen-5-amine hydrochloride